The molecule is the enoate ester that is the 1,2-bis(methacryloyl) derivative of ethylene glycol. It has a role as a cross-linking reagent, a polymerisation monomer and an allergen. It derives from an ethylene glycol and a methacrylic acid. CC(=C)C(=O)OCCOC(=O)C(=C)C